ClC(S(=O)(=O)N(C1=CC=C(C=C1)C)S(=O)(=O)N(C)C)(F)Cl 1,1-dichloro-N-((dimethylamino)sulfonyl)-1-fluoro-N-(4-methylphenyl)-methanesulfonamide